C(#N)C1(CC1)C1=CC=C(C=C1)N(C1=C(C=CC(=C1)C=1C(=NOC1C)C)C)COC(=O)N1CCCC1 (((4-(1-cyanocyclopropyl)phenyl)(5-(3,5-dimethylisoxazol-4-yl)-2-methylphenyl) amino)methyl)pyrrolidine-1-carboxylate